C(C)(=O)N1N=CC2=C(C=C(C=C12)Cl)C1CCC(CC1)NC(C)=O N-(4-(1-acetyl-6-chloro-1H-indazol-4-yl)cyclohexyl)acetamide